C1(CC1)C=1N=NN(C1)[C@H](C(=O)N1[C@@H](C[C@H](C1)O)C(=O)NC(C)C=1N=C(SC1)NC(C(C)(C)C)=O)C(C)(C)C (2S,4R)-1-[(2S)-2-(4-cyclopropyltriazol-1-yl)-3,3-dimethyl-butanoyl]-N-[1-[2-(2,2-dimethylpropanoylamino)thiazol-4-yl]ethyl]-4-hydroxy-pyrrolidine-2-carboxamide